C(C1=CC=CC=C1)(=O)C1=CC=C(C[N+](CCCCCC[N+](C)(C)CC2=CC=C(C=C2)C(C2=CC=CC=C2)=O)(C)C)C=C1 hexamethylenebis(4-benzoylbenzyl-dimethyl-ammonium)